ON=C(N)C1(CCC1)OC(F)(F)F N'-hydroxy-3-cis-(trifluoromethoxy)cyclobutaneformamidine